N-(4-((1S,4S)-2-azabicyclo[2.2.1]heptan-5-yl)-1,2-dimethyl-1H-benzo[d]imidazole-5-yl)-3-fluoro-2-(2-fluoro-6-methoxyphenyl)isonicotinamide [C@H]12NC[C@H](C(C1)C1=C(C=CC=3N(C(=NC31)C)C)NC(C3=C(C(=NC=C3)C3=C(C=CC=C3OC)F)F)=O)C2